Ethyl 2-(5-(2-(3-(fluoromethyl) azetidin-1-yl) ethyl)-2-oxo-4-(trifluoromethyl) pyridin-1(2H)-yl)-4-methylpentanoate FCC1CN(C1)CCC=1C(=CC(N(C1)C(C(=O)OCC)CC(C)C)=O)C(F)(F)F